Cl\C(\C1CC2(CN(C2)C(=O)OC(C)(C)C)C1)=N/O tert-butyl (Z)-6-(chloro(hydroxyimino)methyl)-2-azaspiro[3.3]heptane-2-carboxylate